ClC=1C=CC(=C(C1)C1=CC(N(C=C1OC)C(CC)C=1N=NN(C1)C=1C=NN(C1)C)=O)N1N=NC(=C1)Cl 4-(5-Chloro-2-(4-chloro-1H-1,2,3-triazol-1-yl)phenyl)-5-methoxy-1-(1-(1-(1-methyl-1H-pyrazol-4-yl)-1H-1,2,3-triazol-4-yl)propyl)pyridin-2(1H)-one